N-(5-fluoropyridin-2-yl)-1-[5-(pyridin-4-yl)-1H-pyrazole-3-carbonyl]piperidine-4-carboxamide FC=1C=CC(=NC1)NC(=O)C1CCN(CC1)C(=O)C1=NNC(=C1)C1=CC=NC=C1